O1CC(CC1)N([C@H](CC1=CC=C(C=C1)O)C(=O)O)CCCC1=CC=CC=C1 (R)-tetrahydrofuran-3-yl-(3-phenylpropyl)-L-tyrosine